N1=C(SC=2CNCCC21)N 4,5,6,7-Tetrahydrothiazolo[5,4-c]pyridin-2-amine